5-Cyclopropyl-1,3-oxazol C1(CC1)C1=CN=CO1